COC=1C=C(C=NC1)C1=CC(=NC=C1)C1=CN=C(N1)C1=CC=CC=C1 5-Methoxy-2'-(2-phenyl-1H-imidazol-5-yl)-3,4'-bipyridin